[Si](C)(C)(C(C)(C)C)OC1=CC2=C(N=C(S2)C2=C3N=CC(=NC3=CC(=C2)C)OC(F)F)C(=C1)C 6-((tert-butyldimethylsilyl)oxy)-2-(2-(difluoromethoxy)-7-methylquinoxalin-5-yl)-4-methylbenzo[d]thiazole